5-(benzyloxy)pent-1-en-3-one C(C1=CC=CC=C1)OCCC(C=C)=O